NC1=NC=2C=CC(=CC2C2=C1[C@H](OC2)C)C(=O)N(CC2=NC=C(C=C2)C(F)(F)F)[C@H](C)C2=NC=CC=N2 (3R)-4-amino-3-methyl-N-((1R)-1-(2-pyrimidinyl)ethyl)-N-((5-(trifluoromethyl)-2-pyridinyl)methyl)-1,3-dihydrofuro[3,4-c]quinoline-8-carboxamide